(Z)-1-Bromo-3-chloro-7-((6-(3,4-difluoro-2-((2-fluoro-4-iodophenyl)amino)benzamido)hexyl)amino)-N-methyl-7-oxo-N-(pent-4-yn-1-yl)hept-1-en-1-amine oxide Br\C(=C/C(CCCC(=O)NCCCCCCNC(C1=C(C(=C(C=C1)F)F)NC1=C(C=C(C=C1)I)F)=O)Cl)\[N+](CCCC#C)(C)[O-]